CC(C(=O)OC1=CC=C(C=C1)C1=CC=C(C=C1)CCC(=O)OC1=CC=C(C=C1)CCOC(C=C)=O)=C 4-{2-[4-(2-acryloyloxy-ethyl)-phenoxycarbonyl]-ethyl}-biphenyl-4'-yl 2-methyl-acrylate